FC(C(=O)O)(F)F.BrC1=CC=C(C=C1)C1CNC1 3-(4-bromophenyl)azetidine trifluoroacetate salt